bis(Phenylcarbazolyl)biphenyl C1(=CC=CC=C1)C1=C(C=2NC3=CC=CC=C3C2C=C1)C1=CC=C(C=C1)C1=CC=C(C=C1)C1=C(C=CC=2C3=CC=CC=C3NC12)C1=CC=CC=C1